C(CCC)C1=CC=C(C=C1)C1CC(CC(C1)=O)=O 5-(4-butylphenyl)-1,3-cyclohexanedione